SC(C(=O)O)C.SC(C(=O)O)C.SC(C(=O)O)C.C(O)C(CC)(CO)CO trimethylolpropane tri(2-mercaptopropionate)